BrC=1C(=C(C=2N(C1)C=C(N2)C2CCOCC2)F)OCC 6-bromo-7-ethoxy-8-fluoro-2-(tetrahydro-2H-pyran-4-yl)imidazo[1,2-a]pyridine